isopropyl benzoate C(C1=CC=CC=C1)(=O)OC(C)C